COC1(C[C@H]2[C@H](CN(C2)S(=O)(=O)C=2C=NN(C2)C)C1)C1=CC=CC=C1 (3as,5s,6ar)-5-methoxy-2-((1-methyl-1H-pyrazol-4-yl)sulfonyl)-5-phenylhexahydrocyclopenta[c]pyrrol